C(C)(C)C1=C(NC2=CC=C(C=C12)C1CCNCC1)C=1C=NC=2N(C1)C=CN2 6-(3-isopropyl-5-(piperidin-4-yl)-1H-indol-2-yl)imidazo[1,2-a]pyrimidine